3-(4-chloro-2-fluorophenoxy)-1-(4,4,5,5-tetramethyl-1,3,2-dioxaborolan-2-yl)propan-1-amine hydrochloride Cl.ClC1=CC(=C(OCCC(N)B2OC(C(O2)(C)C)(C)C)C=C1)F